1-(4-((2S,5R)-5-(5-amino-9-fluoro-8-methyl-[1,2,4]triazolo[1,5-c]quinazolin-2-yl)-2-methylpiperidin-1-yl)-1H-pyrazol-1-yl)-2-methylpropan-2-ol NC1=NC=2C=C(C(=CC2C=2N1N=C(N2)[C@@H]2CC[C@@H](N(C2)C=2C=NN(C2)CC(C)(O)C)C)F)C